6-[5-(1-aminoethyl)-1H-1,2,4-triazol-1-yl]pyrimidine-4-carbonitrile hydrochloride Cl.NC(C)C1=NC=NN1C1=CC(=NC=N1)C#N